ClC1=NC(=C(C(=N1)N1C[C@@H](N(CC1)C(=O)[O-])CC#N)[N+](=O)[O-])CC1(CCCC2=CC=C(C=C12)Cl)C(=O)OC (2S)-4-(2-Chloro-6-((7-Chloro-1-(methoxycarbonyl)-1,2,3,4-tetrahydronaphthalen-1-yl)methyl)-5-nitro pyrimidin-4-yl)-2-(cyanomethyl)piperazine-1-carboxylate